ClC=1C=C(C=CC1)C(C(C#N)C1=CC=CC=C1)=O 3-(3-chlorophenyl)-3-oxo-2-phenylpropanenitrile